N-(2-acetamido-4-((4-(7-fluoro-1-methyl-1H-indol-3-yl)-5-(trifluoromethyl)pyrimidin-2-yl)amino)phenyl)-N-(2-(dimethylamino)ethyl)acetamide C(C)(=O)NC1=C(C=CC(=C1)NC1=NC=C(C(=N1)C1=CN(C2=C(C=CC=C12)F)C)C(F)(F)F)N(C(C)=O)CCN(C)C